n-heptanic acid C(CCCCCC)(=O)O